COC(=O)C1N(CCN(C1)C1=CC=CC=C1)C(=O)OC(C)(C)C tert-butyl 2-methoxycarbonyl-4-phenyl-1-piperazinecarboxylate